ClC1=C(OCC=2N=C3N(C=CC(=C3)C(=O)O)C2CC)C(=CC=C1)F 2-((2-chloro-6-fluorophenoxy)methyl)-3-ethylimidazo[1,2-a]Pyridine-7-carboxylic acid